CC=1SC=C(N1)[C@H]1N(OCC1)C(=O)C1CCN(CC1)C1=NC=CC(=N1)N1C(C2(CC2)CC1)=O 5-[2-[4-[(3S)-3-(2-methyl-1,3-thiazol-4-yl)-1,2-oxazolidine-2-carbonyl]piperidin-1-yl]pyrimidin-4-yl]-5-azaspiro[2.4]heptan-4-one